monolauryl phosphate disodium salt [Na+].[Na+].P(=O)(OCCCCCCCCCCCC)([O-])[O-]